C(C1=CC=CC=C1)OC[C@@H]1C[C@@H](CN1CC1=CC=C(C=C1)OC)C#N (3S,5s)-5-((Benzyloxy)methyl)-1-(4-methoxybenzyl)pyrrolidine-3-carbonitrile